C1(CC1)C1=NC=CC(=C1)NC1=CC(=CN(C1=O)C)C1=C(C(=NC=C1)N1C(C2=CC=3CC(CC3N2CC1)(C)C)=O)C=O 4-{5-[(2-Cyclopropylpyridin-4-yl)amino]-1-methyl-6-oxo-1,6-dihydropyridin-3-yl}-2-{4,4-dimethyl-9-oxo-1,10-diazatricyclo[6.4.0.02,6]dodeca-2(6),7-dien-10-yl}pyridine-3-carbaldehyde